trans-rac-2,2-Dichloro-N-(4-chloro-3-(2,2-difluoro-2-phenylacetamido)phenyl)-3-(3,5-dichlorophenyl)cyclopropane-1-carboxamide ClC1([C@H]([C@@H]1C1=CC(=CC(=C1)Cl)Cl)C(=O)NC1=CC(=C(C=C1)Cl)NC(C(C1=CC=CC=C1)(F)F)=O)Cl |r|